FC=1C=C(C=C(C1)F)[C@H]1[C@@H](CN(C1)CCOC)NC(=O)NC1=C2C(=NN1C1=CC=CC=C1)CSC2 1-((3s,4r)-4-(3,5-difluorophenyl)-1-(2-methoxyethyl)pyrrolidin-3-yl)-3-(2-phenyl-4,6-dihydro-2H-thieno[3,4-c]pyrazol-3-yl)urea